Cl.N[C@H](C(=O)NC)CC(C)C (S)-2-amino-N,4-dimethylvaleramide hydrochloride